NC=1NC(C=2N=CN(C2N1)CCOCP(OCCOCCCCCCCCCCCCCC#C[Si](C)(C)C)(O)=O)=O 2-((15-(trimethylsilyl)pentadec-14-yn-1-yl)oxy)ethyl hydrogen ((2-(2-amino-6-oxo-1,6-dihydro-9H-purin-9-yl)ethoxy)methyl)phosphonate